({4-[(tert-Butoxycarbonyl)amino]butyl}amino)-4-(trifluoromethyl)benzoic acid ethyl ester C(C)OC(C1=C(C=C(C=C1)C(F)(F)F)NCCCCNC(=O)OC(C)(C)C)=O